3-carboxy-1-(4-sulfophenyl)-5-pyrazolone C(=O)(O)C1=NN(C(C1)=O)C1=CC=C(C=C1)S(=O)(=O)O